nickel (II) bis-salicylaldehyde C(C=1C(O)=CC=CC1)=O.C(C=1C(O)=CC=CC1)=O.[Ni+2]